2-[[5-Bromo-3-(5-methylpyridazin-4-yl)-1,2,4-triazol-1-yl]methoxy]ethyl-trimethyl-silane BrC1=NC(=NN1COCC[Si](C)(C)C)C1=CN=NC=C1C